tert-butyl N-[3-[(3R)-3-(tert-butoxycarbonylamino)-3-methyl-1-piperidyl]-5-fluoro-3-methyl-2-OXO-indolin-7-yl]-N-ethyl-carbamate C(C)(C)(C)OC(=O)N[C@]1(CN(CCC1)C1(C(NC2=C(C=C(C=C12)F)N(C(OC(C)(C)C)=O)CC)=O)C)C